Cl.NC1CCC(CC1)C(=O)N(C)[C@H](C(F)(F)F)C1=CC=C(C=C1)NC=1C=NC2=CC=CN=C2C1C1CC1 4-amino-N-[(1S)-1-{4-[(4-cyclopropyl1,5-naphthyridin-3-yl)amino]phenyl}-2,2,2-trifluoroethyl]-N-methylcyclohexane-1-carboxamide hydrochloride